Br[C@@H]1C[C@@H](O[C@@H](C1)C)C1=CC(=NC=C1)C 4-((2R,4S,6R)-4-bromo-6-methyltetrahydro-2H-pyran-2-yl)-2-methylpyridine